1,5,9-trimethyl-13-oxabicyclo[10.1.0]tridec-4,8-diene CC12CCC=C(CCC=C(CCC2O1)C)C